ClC1=CC2=C(OC(C(N2)=O)(C)C)C=C1C=1C(=NOC1C)C 6-chloro-7-(3,5-dimethylisoxazol-4-yl)-2,2-dimethyl-2H-benzo[b][1,4]oxazin-3(4H)-one